C1CNCCC2=C1C=CC=C2 1,2,4,5-tetrahydro-3H-3-benzazepin